tert-pentyl fluoride C(C)(C)(CC)F